C(CCCCCCCCCCCCC)OCC1C(C(CO1)OS(=O)(=O)[O-])O 5-((tetradecyloxy)methyl)-4-hydroxytetrahydrofuran-3-yl-sulfat